methyl 2-((1H-pyrrolo[2,3-b]pyridin-5-yl)oxy)-4-(4-((2-(3-ethylbicyclo[1.1.1]pentan-1-yl)-4,4-dimethylcyclohex-1-en-1-yl)methyl)piperazin-1-yl)benzoate N1C=CC=2C1=NC=C(C2)OC2=C(C(=O)OC)C=CC(=C2)N2CCN(CC2)CC2=C(CC(CC2)(C)C)C21CC(C2)(C1)CC